ethyl 2-(3-(5-((4-(4-cyano-6-methylpyrimidin-2-yl)piperazin-1-yl)sulfonyl)indoline-1-carbonyl)pyridin-2-yl)acetate C(#N)C1=NC(=NC(=C1)C)N1CCN(CC1)S(=O)(=O)C=1C=C2CCN(C2=CC1)C(=O)C=1C(=NC=CC1)CC(=O)OCC